C(=C)C1=NN=C2N1CCN(C2)C2=CC1=C(N=CN=C1O)C=N2 6-(3-vinyl-5,6-dihydro-[1,2,4]triazolo[4,3-a]pyrazin-7(8H)-yl)pyrido[3,4-d]pyrimidin-4-ol